FC1=CC=C(C=C1)C=1NC(=CC1CCC(=O)N[C@@H]1C(NC[C@H]1O)=O)C1=CC=C(C=C1)C(F)(F)F 3-(2-(4-fluorophenyl)-5-(4-(trifluoromethyl)phenyl)-1H-pyrrol-3-yl)-N-((3S,4R)-4-hydroxy-2-oxopyrrolidin-3-yl)propanamide